4-hydroxymethyl-2,6,7-trioxabicyclooctane OCC1COC(COOC1)C1CCCCCCC1